C(C)(=O)N1CCC(CC1)NCC1=C(C=C(C=C1)C1=NC=CC(=C1Cl)C=1C(=C(C=CC1)NC(=O)C1=CC=C(C=N1)CN(C(OC(C)(C)C)=O)C)C)OC tert-Butyl ((6-((3-(2-(4-(((1-acetylpiperidin-4-yl)amino)methyl)-3-methoxyphenyl)-3-chloropyridin-4-yl)-2-methylphenyl)carbamoyl)pyridin-3-yl)methyl)(methyl)carbamate